NC1=NC=CC(=C1Cl)SC1=C(N=C(C(=N1)CO)N1CCC2(CC1)[C@@H](C1=C(N=CO1)C2)N)C (S)-(6-((2-amino-3-chloropyridin-4-yl)thio)-3-(6-amino-4,6-dihydrospiro[cyclopenta[d]oxazole-5,4'-piperidin]-1'-yl)-5-methylpyrazin-2-yl)methanol